C(C)OC1=C(C(=O)O)C=C(C=C1)S(=O)(=O)N1C[C@H](N[C@H](C1)C)C 2-ethoxy-5-(cis-3,5-dimethylpiperazine-1-sulfonyl)benzoic acid